P(O)(=O)(OP(=O)(O)OP(=O)(O)O)OC[C@@H]1[C@H]([C@H]([C@@H](O1)N1C(=O)NC(N)(C=C1)C)O)O 4-methylcytidine-5'-triphosphate